NC1=C(C=CC=C1)C(=O)C1=CC=CC=C1 (2-aminophenyl)(phenyl)methanone